C(#N)C=1C=NC(=NC1)NC(=O)NC=1C=CC2=C(S(C=C2)(=O)=O)C1 1-(5-cyanopyrimidin-2-yl)-3-(1,1-dioxidobenzo[b]thiophen-6-yl)urea